COC=1C=C(C=CC1OCC=1C=NC(=CC1)C(F)(F)F)C(C)N1C=NC2=C1C=CC(=C2)C=2C=NN(C2)C 1-(1-(3-methoxy-4-((6-(trifluoromethyl)pyridin-3-yl)methoxy)phenyl)ethyl)-5-(1-methyl-1H-pyrazol-4-yl)-1H-benzo[d]imidazole